FC1=CC=2N(C(=C1C=1C=NNC1)OC(C)C)N=C(N2)N[C@H](C(F)(F)F)C (S)-7-fluoro-5-isopropoxy-6-(1H-pyrazol-4-yl)-N-(1,1,1-trifluoropropan-2-yl)-[1,2,4]triazolo[1,5-a]pyridin-2-amine